5-(2-(2-chloro-3-fluorophenyl)azepan-1-yl)-N-((R,E)-4-(methylsulfonyl)but-3-en-2-yl)pyrazine-2-carboxamide ClC1=C(C=CC=C1F)C1N(CCCCC1)C=1N=CC(=NC1)C(=O)N[C@H](C)\C=C\S(=O)(=O)C